2-methylthio-4-(4-methoxy-2-nitrophenyl)aminopyrimidine CSC1=NC=CC(=N1)NC1=C(C=C(C=C1)OC)[N+](=O)[O-]